CC(CCCCCCCCCCCCC)CCCC(CCCC(CCCCCCCCCCCCCCCC)C)C 14,18,22-Trimethyloctatriacontane